3-bromo-N-[(2,4-dimethoxyphenyl)methyl]-1H-pyrazolo[4,3-c]pyridin-4-amine BrC1=NNC2=C1C(=NC=C2)NCC2=C(C=C(C=C2)OC)OC